FC1=C(C=CC(=C1)F)C1=CC(=C(C=C1)OC)NC1=NC=NC2=CC(=C(C=C12)NC(C=C)=O)N1CC(C1)(F)F N-(4-((2',4'-difluoro-4-methoxy-[1,1'-biphenyl]-3-yl)amino)-7-(3,3-difluoroazetidin-1-yl)quinazolin-6-yl)acrylamide